NC1=NC(=C(C=2N1C(N(N2)CC=2N(C=CN2)C)=O)C2=CC([N+](C(=C2)C)=O)C)C2=CC=CC=C2 5-amino-8-(2,6-dimethyl-1-oxo-pyridin-1-ium-4-yl)-2-[(1-methylimidazol-2-yl)methyl]-7-phenyl-[1,2,4]triazolo[4,3-c]pyrimidin-3-one